ClC1=CC=C(C=C1)C#CCOC1=C(C=C(C=C1)CCNC([C@@H](NS(=O)(=O)C)C(C)C)=O)OC N-[2-(4-{[3-(4-chlorophenyl)prop-2-yne-1-yl]oxy}-3-methoxyphenyl)ethyl]-N2-(methylsulfonyl)valineamide